C(C)N1CCN(CC1)C(=O)C1=C(C(=C(C(=C1)C(=O)OC(C)(C)C)[N+](=O)[O-])NC)OC (4-ethylpiperazin-1-yl)(2-methoxy-4-nitro-5-Boc-methylamino-phenyl)methanone